ClC1=C(C=C(C(=C1)F)F)[C@@H]([C@H](C)C=1N(C(C(=C(N1)C(=O)NC=1C=NOC1)O)=O)C)C=1C=NN(C1)C 2-((1s,2s)-1-(2-chloro-4,5-difluorophenyl)-1-(1-methyl-1H-pyrazol-4-yl)propan-2-yl)-5-hydroxy-N-(isoxazol-4-yl)-1-methyl-6-oxo-1,6-dihydropyrimidine-4-carboxamide